methyl 10-bromoanthracene-2-carboxylate BrC1=C2C=CC(=CC2=CC2=CC=CC=C12)C(=O)OC